C(CC)N(C(CN(P(OCC)(OCC)=S)CC)=O)CCC O,O-diethyl [2-(dipropylamino)-2-oxoethyl]-ethylphosphoramidothioate